COC1=CC=C(C=C1)C1CCN(CC1)C(=O)C1=NN(C(C2=CC=CC=C12)=O)C1=CC=CC=C1 4-[[4-(4-methoxyphenyl)-1-piperidinyl]carbonyl]-2-phenyl-1(2H)-phthalazinone